3-(4-Bromo-1-(2,5-difluorophenyl)but-3-yn-1-yl)-6-cyclopropyl-1-methylpyridine BrC#CCC(C1=C(C=CC(=C1)F)F)C=1CN(C(=CC1)C1CC1)C